C(C)(C)(C)C=1C=C(C2=C(N=C(O2)C2=CC=CC=C2)C1)C(C)(C)CC 5-(tert-butyl)-7-(tert-amyl)-2-phenylbenzoxazole